C(C)C(OC)COC ethylglyme